OC(C(=O)O)S(=O)(=O)[O-] 2-hydroxy-2-sulfonato-acetic acid